rac-5-(benzyloxy)-N-(cis-4-fluoropyrrolidin-3-yl)-2-methylbenzofuran-3-carboxamide C(C1=CC=CC=C1)OC=1C=CC2=C(C(=C(O2)C)C(=O)N[C@@H]2CNC[C@@H]2F)C1 |r|